(S)-2-(azetidin-1-ylmethyl)-N-((R)-2,2-difluoro-1-(2-methoxyphenyl)ethyl)butanamide N1(CCC1)C[C@@H](C(=O)N[C@@H](C(F)F)C1=C(C=CC=C1)OC)CC